2-amino-N-((5-bromo-2-pyridinyl)methyl)-N-((1R)-1-(3-chloro-2-pyridinyl)ethyl)-3-methyl-6-quinolinecarboxamide NC1=NC2=CC=C(C=C2C=C1C)C(=O)N([C@H](C)C1=NC=CC=C1Cl)CC1=NC=C(C=C1)Br